cobalt-nickel copper [Cu].[Ni].[Co]